C(CC)N1[C@@H](CCCC1)C(=O)O (S)-1-n-propyl-piperidine-2-carboxylic acid